ClC=1C(=CC2=C(N=C(S2)N)C1)Cl 5,6-Dichlorobenzo[d]thiazol-2-amine